CC1(CC=C(C(=O)C2=CC=CC=C2)C=C1)C 4,4-dimethylbenzophenone